NC(CC[Si](OCC)(OCC)OCC)C 3-Aminobutyl(triethoxysilan)